(3-(3-(4-(((1,2,4-thiadiazol-5-yl)amino)methyl)benzyl)isoxazol-5-yl)-2-aminopyridin-1-ium-1-yl)methyl hydrogen phosphate P(=O)(OC[N+]1=C(C(=CC=C1)C1=CC(=NO1)CC1=CC=C(C=C1)CNC1=NC=NS1)N)(O)[O-]